C(C)(C)(C)N(C(O)=O)[C@@H]1CC[C@@H](CC1)O.CC1(C(C(N(C1=O)COCC[Si](C)(C)C)=O)OC1CCC(CC1)NC(OC(C)(C)C)=O)C tert-Butyl ((1s,4s)-4-((4,4-dimethyl-2,5-dioxo-1-((2-(trimethylsilyl)ethoxy)methyl)pyrrolidin-3-yl)oxy)cyclohexyl)carbamate tert-Butyl-(cis-4-hydroxycyclohexyl)carbamate